ClC=1CN(C=CC1N)C1=NNC=C1 3-chloro-1-(pyrazol-3-yl)-1H-pyridin-4-amine